ethyl (1R,3S,4S)-2-azabicyclo[2.2.1]heptane-3-carboxylate [C@@H]12N[C@@H]([C@@H](CC1)C2)C(=O)OCC